sodium biscarbonate C([O-])([O-])=O.C([O-])([O-])=O.[Na+].[Na+].[Na+].[Na+]